FC(C=1C=C(C=CC1)C1CC2(C1)CCN(CC2)C(=O)C2CC1(C2)NC(CC1)=O)(F)F 2-[2-[3-(trifluoromethyl)phenyl]-7-azaspiro[3.5]Nonane-7-carbonyl]-5-azaspiro[3.4]Octane-6-one